N2-(2,2-dimethyl-2H-1,3-benzodioxol-5-yl)-5-methyl-N4-(2-oxo-2,3-dihydro-1,3-benzoxazol-5-yl)-2,4-pyrimidinediamine CC1(OC2=C(O1)C=CC(=C2)NC2=NC=C(C(=N2)NC=2C=CC1=C(NC(O1)=O)C2)C)C